N1N=CC2=CC=CC(=C12)CNC(C=CC1=CC=C(C=C1)F)=O N-[(1H-indazol-7-yl)methyl]-3-(4-fluorophenyl)acrylamide